4-iodobutane-1-sulfonate ICCCCS(=O)(=O)[O-]